N(=[N+]=[N-])CCN1C(=NC=C1)C1=NN2C(C(=N1)Cl)=C(C(=C2)C2=NN(C=C2)C)C 2-(1-(2-Azidoethyl)-1H-imidazol-2-yl)-4-chloro-5-methyl-6-(1-methyl-1H-pyrazol-3-yl)pyrrolo[2,1-f][1,2,4]triazine